octyl (S)-2-hydroxypropanoate O[C@H](C(=O)OCCCCCCCC)C